N-(3-methoxypropyl)-4-[2-{[1-(propan-2-yl)-1H-pyrazolo[4,3-c]pyridin-6-yl]amino}-6-(pyrrolidin-1-yl)pyrimidin-4-yl]piperazine-1-carboxamide COCCCNC(=O)N1CCN(CC1)C1=NC(=NC(=C1)N1CCCC1)NC1=CC2=C(C=N1)C=NN2C(C)C